BrC1=CC=C(S1)[C@@H]1C[C@@H](N(S(N1)(=O)=O)C)C(=O)O (3R,5S)-5-(5-bromothiophen-2-yl)-2-methyl-1,2,6-thiadiazinane-3-carboxylic Acid 1,1-dioxide